6-(3-Chloro-6-(difluoro-methyl)-2-fluorophenyl)-3-hydroxypyrazine-2-carboxylic acid ClC=1C(=C(C(=CC1)C(F)F)C1=CN=C(C(=N1)C(=O)O)O)F